(NZ,R)-N-[1-(3,6-dimethyl-4-oxo-2-tetrahydropyran-3-yl-quinazolin-8-yl)ethylidene]-2-methyl-propane-2-sulfinamide CN1C(=NC2=C(C=C(C=C2C1=O)C)\C(\C)=N/[S@](=O)C(C)(C)C)C1COCCC1